tert-butyl N-(4-carbamoyl-7-{[N-(2-methanesulfonylphenyl)-1-(pyridin-3-yl)formamido]methyl}quinolin-2-yl)carbamate C(N)(=O)C1=CC(=NC2=CC(=CC=C12)CN(C(=O)C=1C=NC=CC1)C1=C(C=CC=C1)S(=O)(=O)C)NC(OC(C)(C)C)=O